(S)-3-((R)-3-(benzyloxy)-2-hydroxypropoxy)pyrrolidine-1-carboxylic acid tert-butyl ester C(C)(C)(C)OC(=O)N1C[C@H](CC1)OC[C@@H](COCC1=CC=CC=C1)O